6-chloro-4,4-dimethyl-tetrahydronaphthalene-1-carboxylic acid ethyl ester C(C)OC(=O)C1CCC(C2CC(=CC=C12)Cl)(C)C